[Si](C)(C)(C(C)(C)C)OCC[C@H]1N(CC[C@@H](C1)NC1=C(C(=NC2=C(C(=C(C=C12)Cl)C1=CC=CC2=CC=CC(=C12)Cl)F)Cl)CO)C(=O)OC(C)(C)C tert-butyl (2S,4S)-2-(2-((tert-butyldimethylsilyl)oxy)ethyl)-4-((2,6-dichloro-7-(8-chloronaphthalen-1-yl)-8-fluoro-3-(hydroxymethyl)quinolin-4-yl)amino)piperidine-1-carboxylate